sodium 3,3,3-trifluoropropane-1-thiolate FC(CC[S-])(F)F.[Na+]